4-(2-(4-methoxy-1H-indol-3-yl)ethyl)morpholine COC1=C2C(=CNC2=CC=C1)CCN1CCOCC1